NCC1CCC(CC1)C(=O)C1=CC=C(C=C1)CC(=O)O 2-[p-(4-aminomethylcyclohexylcarbonyl)phenyl]acetic acid